C(CCCCCCCC)(=O)OCCl Chloromethyl Nonanoate